8-(benzyloxy)-3-hydroxy-2,9-dimethyl-6H-benzo[c]chromen-6-one C(C1=CC=CC=C1)OC=1C(=CC2=C(C(OC3=CC(=C(C=C23)C)O)=O)C1)C